O=C1N(CCC(N1)=O)C=1C=C(C=CC1)N1CCC(CC1)CN(C1CCC(CC1)NC(OC(C)(C)C)=O)C tert-butyl ((1r,4r)-4-(((1-(3-(2,4-dioxotetrahydropyrimidin-1(2H)-yl)phenyl)piperidin-4-yl)methyl)(methyl)amino)cyclohexyl)carbamate